N-((1s,4s)-4-(5-(6-(3-cyanopyrrolo[1,2-b]pyridazin-7-yl)-4-(isopropylamino)pyridin-3-yl)-1,3,4-thiadiazol-2-yl)cyclohexyl)-2-hydroxy-2-methylpropanamide C(#N)C1=CC=2N(N=C1)C(=CC2)C2=CC(=C(C=N2)C2=NN=C(S2)C2CCC(CC2)NC(C(C)(C)O)=O)NC(C)C